2-(4-chloro-3-methylphenyl)-N-(1-(4-(2,6-dioxopiperidin-3-yl)-3,5-difluorophenyl)azetidin-3-yl)acetamide ClC1=C(C=C(C=C1)CC(=O)NC1CN(C1)C1=CC(=C(C(=C1)F)C1C(NC(CC1)=O)=O)F)C